2-hydroxy-2-methylpropyl-3-oxo-2-(1H-pyrazol-4-yl)-6-[4-(trifluoromethyl)phenyl]-2,3-dihydropyridazine OC(CC=1C(N(N=C(C1)C1=CC=C(C=C1)C(F)(F)F)C=1C=NNC1)=O)(C)C